COC=1C=CC(=NC1)NC1=NN(C2=C1C=NC(=C2)C(=O)N2CCOCCC2)CC(F)(F)F [3-(5-Methoxy-pyridin-2-ylamino)-1-(2,2,2-trifluoro-ethyl)-1H-pyrazolo[4,3-c]pyridin-6-yl]-[1,4]oxazepan-4-yl-methanone